ClC=1C=C(C=C2C(=CNC12)C=1CNCCC1)O 7-chloro-3-(1,2,5,6-tetrahydropyridin-3-yl)-1H-indol-5-ol